rel-((1r,2s)-2-methylcyclopropyl)boronic acid C[C@@H]1[C@@H](C1)B(O)O |o1:1,2|